FC(C(=O)O)(F)F.FC(C(=O)O)(F)F.C(C=CC)(=O)N 2-butenamide bis(trifluoroacetic acid) salt